N-(1-(3,4-difluorophenyl)-2,2,2-trifluoroethylidene)-2-methylpropane-2-sulfinamide FC=1C=C(C=CC1F)C(C(F)(F)F)=NS(=O)C(C)(C)C